N-((R)-1-(2,4-Dichlorophenyl)ethyl)-5-fluoro-8-hydroxy-8-(hydroxymethyl)-5,6,7,8-tetrahydrochinolin-5-carboxamid ClC1=C(C=CC(=C1)Cl)[C@@H](C)NC(=O)C1(C=2C=CC=NC2C(CC1)(CO)O)F